ClC1CN(CCN1)C.ClC1CN(CCN1)C.[Sn] tin bis(3-chloro-N-methylpiperazine)